ClC=1C=C2C(=NN1)NN=C2N 5-chloro-1H-pyrazolo[3,4-c]Pyridazin-3-amine